CN1C(=C(C2=C1N=CN=C2N)C=2C=NN(C2)C)C2=CCC1(CCNCC1)CC2 7-methyl-5-(1-methyl-1H-pyrazol-4-yl)-6-(3-azaspiro-[5.5]undec-8-en-9-yl)-7H-pyrrolo[2,3-d]pyrimidin-4-amine